NC=1C=NC=C(C(=O)NOC(C2=CC=CC=C2)=O)C1 5-amino-N-(Benzoyloxy)Nicotinamide